1,1-bis(methoxymethyl)-4-phenylindene COCC1(C=CC2=C(C=CC=C12)C1=CC=CC=C1)COC